(3R)-3-({2-[4-(methylthio)phenyl][1,2,4]triazolo[1,5-c]quinazolin-5-yl}amino)azepin-2-one CSC1=CC=C(C=C1)C1=NN2C(=NC=3C=CC=CC3C2=N1)NC=1C(N=CC=CC1)=O